(R)-N-(1-(3-fluorophenyl)piperidin-3-yl)-6-(4-methylpiperazin-1-yl)pyrimidin-4-amine FC=1C=C(C=CC1)N1C[C@@H](CCC1)NC1=NC=NC(=C1)N1CCN(CC1)C